BrC=1C=C(C=NC1)NS(=O)(=O)C=1SC(=CC1)Cl N-(5-bromopyridin-3-yl)-5-chlorothiophene-2-sulfonamide